OC[C@@H]1NC=2C=CC(=CC2[C@H]2[C@@H]1CCN2S(=O)(=O)C2=CC=C(C)C=C2)C=2C=C(C=CC2)NC(CCCC(=O)N)=O N5-(3-((3aR,4R,9bR)-4-(hydroxymethyl)-1-tosyl-2,3,3a,4,5,9b-hexahydro-1H-pyrrolo[3,2-c]quinolin-8-yl)phenyl)glutaramide